3-FORMAMIDOPROPANOIC ACID C(=O)NCCC(=O)O